(2S)-2-methyl-1-(5-methyl-3-pyridyl)piperazine C[C@@H]1N(CCNC1)C=1C=NC=C(C1)C